sec-heptanal C(C)(CCCCC)=O